3-(2-chloro-5-nitro-phenyl)-1,4-oxazepan ClC1=C(C=C(C=C1)[N+](=O)[O-])C1COCCCN1